1-methyl-4-[(2S)-2-methylpiperazin-1-yl]indole CN1C=CC2=C(C=CC=C12)N1[C@H](CNCC1)C